N1C=NC(=C1)CNCC1=CC=C(OCCO)C=C1 2-(4-((((1H-imidazol-4-yl)methyl)amino)methyl)phenoxy)ethan-1-ol